ClC1=C(OCCCC(=O)O)C=C(C=C1)[N+](=O)[O-] 2-(2-chloro-5-nitrophenoxyethyl)acetic acid